6-chloro-3-isopropyl-N-(pyrimidin-5-ylmethyl)-[1,2,4]triazolo[4,3-b]pyridazin-8-amine ClC=1C=C(C=2N(N1)C(=NN2)C(C)C)NCC=2C=NC=NC2